3-{5-[3-(6-methoxynaphthalen-2-yl)-1,2,4-oxadiazol-5-yl]-1-oxo-3H-isoindol-2-yl}piperidine-2,6-dione COC=1C=C2C=CC(=CC2=CC1)C1=NOC(=N1)C=1C=C2CN(C(C2=CC1)=O)C1C(NC(CC1)=O)=O